2-(5-Fluoro-2-pyridyl)-6,6-dimethyl-3-(1H-pyrrolo[3,2-b]pyridin-7-yl)-5,7-dihydropyrazolo[5,1-b][1,3]oxazine FC=1C=CC(=NC1)C1=NN2C(OCC(C2)(C)C)=C1C1=C2C(=NC=C1)C=CN2